(1R,3R)-2,2-dichloro-3-(3,4,5-trichlorophenyl)cyclopropane-1-carboxamide ClC1([C@H]([C@@H]1C1=CC(=C(C(=C1)Cl)Cl)Cl)C(=O)N)Cl